N-(4-Fluorophenyl)-1-{5-[(2R)-oxolan-2-carbonyl]-5,6,7,8-tetrahydro-1,5-naphthyridin-2-yl}cyclobutan-1-carboxamid FC1=CC=C(C=C1)NC(=O)C1(CCC1)C1=NC=2CCCN(C2C=C1)C(=O)[C@@H]1OCCC1